1'-cyclohexyl-1'h-[1,4'-biimidazole]-4-amine C1(CCCCC1)N1C=NC(=C1)N1C=NC(=C1)N